COC=1C=C(C=C(C1)OC)C1OCCC(C1)O 2-(3,5-dimethoxyphenyl)tetrahydro-2H-pyran-4-ol